(R)-N2-(cyclohexylmethyl)-N4-(3,3-dimethylbutan-2-yl)-8-(1,2,3,6-tetrahydropyridin-4-yl)quinazoline-2,4-diamine C1(CCCCC1)CNC1=NC2=C(C=CC=C2C(=N1)N[C@H](C)C(C)(C)C)C=1CCNCC1